ClC=1C=NC=C(C1CNC(=O)C1=NC(=CC=C1OC)NC1=CC(=CC(=C1)F)F)Cl N-[(3,5-dichloro-4-pyridinyl)methyl]-6-(3,5-difluoroanilino)-3-methoxy-pyridine-2-carboxamide